tert-butyl (2R,3S,4S)-3-(acetyloxy)-4-[(tert-butoxycarbonyl)oxy]-2-[(4-ethynylphenyl)methyl]pyrrolidine-1-carboxylate C(C)(=O)O[C@H]1[C@H](N(C[C@@H]1OC(=O)OC(C)(C)C)C(=O)OC(C)(C)C)CC1=CC=C(C=C1)C#C